COC=1C=CC=C2NC=C(CCN)C12 4-methoxy-tryptamine